(R)-1-((1R,2R)-2-(3,4-dimethoxyphenethyloxy)-cyclohexyl)-3-hydroxypyrrolidine COC=1C=C(CCO[C@H]2[C@@H](CCCC2)N2C[C@@H](CC2)O)C=CC1OC